BrC(C(=O)O)CC1CCC(CC1)O[Si](C)(C)C(C)(C)C 2-bromo-3-((1R,4R)-4-((tert-butyldimethylsilyl)oxy)cyclohexyl)propanoic acid